C(C)(C)(C)C1=C2C=3C(C4=C(C(C3NC2=CC(=C1)Br)(C)C)C=C(C(=C4)CC)N4CCC(CC4)N4CCN(CC4)C4CC4)=O tert-butyl-3-bromo-8-(4-(4-cyclopropylpiperazin-1-yl)piperidin-1-yl)-9-ethyl-6,6-dimethyl-5,6-dihydro-11H-benzo[b]carbazol-11-one